BrC=1C=C(C=C(C1)Br)N(C(OC(C)(C)C)=O)C tert-butyl (3,5-dibromophenyl)(methyl)carbamate